C(C)C1=NC2=CC=C(C=C2NC1=O)CN1CCN(CC1)C=1C=CC(=NC1F)C(=O)NC([2H])([2H])[2H] 5-(4-((2-Ethyl-3-oxo-4H-quinoxalin-6-yl)methyl)piperazin-1-yl)-6-fluoro-N-(methyl-d3)pyridine-2-carboxamide